butyl 6-(3-(trifluoromethoxy)phenyl)-2-azaspiro[3.4]octane-2-carboxylate FC(OC=1C=C(C=CC1)C1CC2(CN(C2)C(=O)OCCCC)CC1)(F)F